benzyl-(2S)-2-(cyanomethyl)-4-[7-(2-cyanophenyl)-2-[[(2S)-1-methylpyrrolidin-2-yl]methoxy]-6,8-dihydro-5H-pyrido[3,4-d]pyrimidin-4-yl]piperazine C(C1=CC=CC=C1)N1[C@H](CN(CC1)C=1C2=C(N=C(N1)OC[C@H]1N(CCC1)C)CN(CC2)C2=C(C=CC=C2)C#N)CC#N